FC=1C=C(CC=2C=CC(=NC2)NC(=O)C=2C=CC=3N(C2)C=NN3)C=C(C1)F N-(5-(3,5-difluorobenzyl)pyridine-2-yl)-[1,2,4]Triazolo[4,3-a]Pyridine-6-carboxamide